(3R,5R,8R,9S,10S,13S,14S,17R)-3-(methoxymethyl)-10,13-dimethyl-17-((2S,3S)-4,4,4-trifluoro-3-hydroxybutan-2-yl)hexadecahydro-1H-cyclopenta[a]phenanthren-3-ol COC[C@]1(CC[C@@]2([C@H]3CC[C@@]4([C@H](CC[C@H]4[C@@H]3CC[C@@H]2C1)[C@H](C)[C@@H](C(F)(F)F)O)C)C)O